[C@@H](C)(CC)C=1N=C2N(C(C1CCF)=O)C1=C(N2)C=CC=C1 (R)-2-(sec-butyl)-3-(2-fluoroethyl)benzo[4,5]imidazo[1,2-a]pyrimidin-4(10H)-one